3-phenyl-3-azabicyclo[3.1.0]hexane-6-carbonitrile C1(=CC=CC=C1)N1CC2C(C2C1)C#N